BrCCCCCNC1=C2CN(C(C2=CC=C1)=O)N1C(CCCC1=O)=O (4-((5-bromopentyl)amino)-1-oxoisoindolin-2-yl)piperidine-2,6-dione